N2,N6-bis(prop-2-enyl)-1,3,5-triazine-2,4,6-triamine C(C=C)NC1=NC(=NC(=N1)N)NCC=C